ClC=1C=CC(=C(C1)C=1N=CN(C(C1)=O)[C@H]1CCC[C@H](C(NC=2C=NN(C2C=2C=CN=C1C2)C)=O)C)NC2=NC=CN=C2 (9R,13S)-13-(4-{5-chloro-2-[(pyrazin-2-yl)amino]phenyl}-6-oxo-1,6-dihydropyrimidin-1-yl)-3,9-dimethyl-3,4,7,15-tetraazatricyclo[12.3.1.02,6]octadeca-1(18),2(6),4,14,16-pentaen-8-one